3-((1H-pyrrolo[2,3-b]pyridin-5-yl)oxy)-N-((3-nitro-4-(((tetrahydro-2H-pyran-4-yl)methyl)amino)phenyl)sulfonyl)-4'-oxo-2',3',4',5'-tetrahydro-[1,1-biphenyl]-4-carboxamide N1C=CC=2C1=NC=C(C2)OC=2C=C(C=CC2C(=O)NS(=O)(=O)C2=CC(=C(C=C2)NCC2CCOCC2)[N+](=O)[O-])C=2CCC(CC2)=O